1-(1-benzyl-3-methyl-1H-indol-5-yl)-3-phenyl-1,3,5-triazine-2,4,6-trione C(C1=CC=CC=C1)N1C=C(C2=CC(=CC=C12)N1C(N(C(NC1=O)=O)C1=CC=CC=C1)=O)C